2',3',5',6'-Tetrafluoro-1,1':4',1''-terphenyl FC1=C(C(=C(C(=C1F)C1=CC=CC=C1)F)F)C1=CC=CC=C1